C(C)(C)(C)OC(=O)N1COC2=C(C1)C=CC=C2C2=C(C(=C(C(=C2)N2CCOCC2)C(=O)OC)C)F 8-(2-Fluoro-4-methoxycarbonyl-3-methyl-5-morpholin-4-ylphenyl)-2,4-dihydro-1,3-benzoxazine-3-carboxylic acid tert-butyl ester